tert-butyl (4-(((5-methylpyridinyl)methyl)amino)butyl)carbamate CC=1C=CC(=NC1)CNCCCCNC(OC(C)(C)C)=O